diethyl 2-aminomalonate hydrochloride Cl.NC(C(=O)OCC)C(=O)OCC